CN(C1CN(C1)C1=NC=2C(=C(C(=CC2C2=C1N=NN2[C@@H]2C[C@H](N(CC2)C(\C=C\CF)=O)CC#N)C)C2=C(C(=CC=C2)C)C)F)C 2-((2S,4S)-4-(4-(3-(dimethylamino)azetidin-1-yl)-7-(2,3-dimethylphenyl)-6-fluoro-8-methyl-1H-[1,2,3]triazolo[4,5-c]quinolin-1-yl)-1-((E)-4-fluorobut-2-enoyl)piperidin-2-yl)acetonitrile